3-methyl-5-bromo-6-chlorophenol CC=1C=C(C(=C(C1)Br)Cl)O